C(C)N1C[C@@H](CCC1)NC=1C(NC(=NN1)C1=C(C=C(C=C1)C(F)(F)F)O)=O 6-[[(3R)-1-Ethyl-3-piperidyl]amino]-3-[2-hydroxy-4-(trifluoromethyl)phenyl]-4H-1,2,4-triazin-5-on